FC1=CC(=CC2=C1NC(=N2)C2=CC(=NN2CC2=CC=C(C=C2)OC)NC(=O)C=2C=NC(=CC2)N2CCN(CC2)C)OC N-[5-(7-fluoro-5-methoxy-1H-benzimidazol-2-yl)-1-[(4-methoxyphenyl)-methyl]pyrazol-3-yl]-6-(4-methylpiperazin-1-yl)pyridine-3-carboxamide